BrC=1C(=C2C=NN(C2=CC1)C(F)F)Cl 5-bromo-4-chloro-1-(difluoromethyl)-1H-indazole